(6R)-3-(5-(difluoromethoxy)-2-fluorophenyl)-1-(1,1-difluoropropan-2-yl)-N-(4-methyl-1,1-dioxidotetrahydro-2H-thiopyran-4-yl)-4,5,6,7-tetrahydro-1H-indazole-6-carboxamide FC(OC=1C=CC(=C(C1)C1=NN(C=2C[C@@H](CCC12)C(=O)NC1(CCS(CC1)(=O)=O)C)C(C(F)F)C)F)F